SCC(SCCS)CSC(CSCCS)CS 4,7-Bis(mercaptomethyl)-3,6,9-trithia-1,11-undecanedithiol